NC1=C(C2=C(C(N1C1=C3C=NNC3=C(C=C1C)F)=O)C(=C(S2)CC)C)C(=O)N (S)-6-amino-2-ethyl-5-(7-fluoro-5-methyl-1H-indazol-4-yl)-3-methyl-4-oxo-4,5-dihydrothieno[3,2-c]pyridine-7-carboxamide